isopropyl (S)-2-((S)-2-cyclopropoxy-4-methylpentanamido)-6-diazo-5-oxohexanoate C1(CC1)O[C@H](C(=O)N[C@H](C(=O)OC(C)C)CCC(C=[N+]=[N-])=O)CC(C)C